O1C(COCC1)COC1=CC(=C(C(=N1)CCC1=CC=C(C=C1)OCCOC1=CC=CC=C1)C)O 6-((1,4-Dioxan-2-yl)methoxy)-3-methyl-2-(4-(2-phenoxyethoxy)-phenethyl)pyridin-4-ol